2-Amino-3-carbamoyl-4,7-dihydrothieno[2,3-c]pyridine-6(5H)-carboxylic acid tert-butyl ester C(C)(C)(C)OC(=O)N1CC2=C(CC1)C(=C(S2)N)C(N)=O